P(=O)(O)([O-])[O-].[Na+].[Na+] Di-Sodium Hydrogen Phosphat